C(N)(OC(=O)OCC1=CC=CC=C1)=O Cbz carbamate